1-(tert-butyl)-5-((2-methoxy-5-methylpyridin-4-yl)amino)-3-(4-nitrophenyl)-1H-pyrazole-4-carbonitrile C(C)(C)(C)N1N=C(C(=C1NC1=CC(=NC=C1C)OC)C#N)C1=CC=C(C=C1)[N+](=O)[O-]